2-(3,4-dimethoxyphenyl)-6-(8-(1-isobutylpiperidin-4-yl)-8-azabicyclo[3.2.1]oct-3-yl)-8-methylimidazo[1,2-a]pyridine COC=1C=C(C=CC1OC)C=1N=C2N(C=C(C=C2C)C2CC3CCC(C2)N3C3CCN(CC3)CC(C)C)C1